Dimethyl 4-amino-5-((trimethylsilyl)ethynyl)phthalate NC=1C=C(C(C(=O)OC)=CC1C#C[Si](C)(C)C)C(=O)OC